C(C1=CC=CC=C1)OC(CC[C@@H](CSCC(=O)OCC)NC(=O)OC(C)(C)C)=O (4S)-4-(tert-butoxycarbonylamino)-5-(2-ethoxy-2-oxo-ethyl)thio-pentanoic acid benzyl ester